4-[(2,6-difluorophenyl)methyl]-2-{4-[(3,5-dimethyl-1H-pyrazol-4-yl)oxy]-3-fluorophenyl}-1,2,4-triazol-3-one FC1=C(C(=CC=C1)F)CN1C(N(N=C1)C1=CC(=C(C=C1)OC=1C(=NNC1C)C)F)=O